ClCCC[Si](OC)(OC)OC gamma-chloro-propyltrimethoxysilane